COC(COC1=CC=C(C=C1)N[C@H]1C(NC(CC1)=O)=O)OC (R)-3-((4-(2,2-Dimethoxyethoxy)phenyl)amino)piperidine-2,6-dione